C(C)C1(C(=CC=CC1)C1=CC=CC=C1)CC(=O)O 2-ethyl-biphenylacetic acid